C(C1=CC=CC=C1)(=O)OC(CCC)CCCC methyl-3-heptyl benzoate